N-((4-methylpyridin-3-yl)methyl)-4-(1-propionylindolin-5-yl)benzamide CC1=C(C=NC=C1)CNC(C1=CC=C(C=C1)C=1C=C2CCN(C2=CC1)C(CC)=O)=O